7-((4-(2-methyl-6-(methylcarbamoyl)pyridin-3-yl)piperazin-1-yl)methyl)-9-methylpyrazolo[1,5-a]quinoxalin-4(5H)-one CC1=NC(=CC=C1N1CCN(CC1)CC=1C=C2NC(C=3N(C2=C(C1)C)N=CC3)=O)C(NC)=O